C(CCC)C1N(CCC1N)C=1N=NC(=CC1)Cl butyl-1-(6-chloropyridazin-3-yl)pyrrolidin-3-amine